(2R)-2-(((2S,5R)-2-carbamoyl-4-methyl-7-oxo-1,6-diazabicyclo[3.2.1]Oct-3-en-6-yl)oxy)-2-fluoroacetic acid ethyl ester C(C)OC([C@@H](F)ON1[C@@H]2C(=C[C@H](N(C1=O)C2)C(N)=O)C)=O